Cl.NOCCCS 3-(aminooxy)-1-propanethiol hydrochloride